ClC1=NC(=NC=C1)NC(=O)NCC1=CC(=NC=C1)OC(F)F 1-(4-chloropyrimidin-2-yl)-3-[[2-(difluoromethoxy)pyridin-4-yl]methyl]urea